NC(C(=O)O)CCC=1C=C(C=CC1)C 2-Amino-4-(m-tolyl)butanoic acid